6-fluoro-1-methyl-5-(5-((tetrahydro-2H-pyran-4-yl)ethynyl)-3,4-dihydroquinolin-1(2H)-yl)-[1,2,4]triazolo[4,3-a]quinazoline FC1=C2C(=NC=3N(C2=CC=C1)C(=NN3)C)N3CCCC1=C(C=CC=C31)C#CC3CCOCC3